3-(3-(2-fluoro-5-(trifluoromethoxy)phenyl)-2,3,4,5-tetrahydro-1H-benzo[d]azepin-7-yl)propionic acid FC1=C(C=C(C=C1)OC(F)(F)F)N1CCC2=C(CC1)C=C(C=C2)CCC(=O)O